[6-[5-(1-aminoethyl)-3-chloro-1,2,4-triazol-1-yl]-3-pyridinyl]-morpholino-methanone NC(C)C1=NC(=NN1C1=CC=C(C=N1)C(=O)N1CCOCC1)Cl